5''-cyclopropyl-1''-methyldispiro[1,3-dioxolane-2,1'-cyclohexane-4',3''-indole]-2''-one C1(CC1)C=1C=C2C3(C(N(C2=CC1)C)=O)CCC1(CC3)OCCO1